2-(4-(5-amino-1-(1-(but-2-ynyl)piperidin-3-yl)imidazo[1,5-c]pyrimidin-3-yl)-2-fluorophenoxy)isonicotinic acid NC1=NC=CC=2N1C(=NC2C2CN(CCC2)CC#CC)C2=CC(=C(OC=1C=C(C(=O)O)C=CN1)C=C2)F